Normal-decane CCCCCCCCCC